mono-n-octylzirconium trihydroxide [OH-].[OH-].[OH-].C(CCCCCCC)[Zr+3]